NC1=CC(=C(C(=O)NC2=NC(=CC=C2)N2CCC(CC2)(F)F)C=C1)N1CC[Si](CC1)(C)C 4-amino-N-(6-(4,4-difluoropiperidin-1-yl)pyridin-2-yl)-2-(4,4-dimethyl-1,4-azasilinan-1-yl)benzamide